5-(4-secondary butylphenoxy)-7-(trifluoromethyl)imidazo[1,2-a]pyridine C(C)(CC)C1=CC=C(OC2=CC(=CC=3N2C=CN3)C(F)(F)F)C=C1